[C@@H]1([C@H](O)[C@H](O)[C@@H](CO)O1)N1C(=O)NC(=O)CC1 5,6-dihydro-uridine